C(C)OC(=O)C=1NC(=C(C1CC)CC)B1OC(C(O1)(C)C)(C)C 3,4-diethyl-5-(4,4,5,5-tetramethyl-1,3,2-dioxaborolan-2-yl)-1H-pyrrole-carboxylic acid ethyl ester